N-(R)-4-aza-1-indanyl(2-{3-isopropyl-6-(4-methyl-2-pyridyl)-1,1-dioxo-5-[2-(tetrahydro-2H-pyran-4-yl)ethyl]-1λ6-thia-4-aza-7-indanyl}-1-thia-6-aza-7-indenyl)amine C1(CCC2=NC=CC=C12)NC=1N=CC=C2C=C(SC12)C=1C(=C(N=C2C(CS(C12)(=O)=O)C(C)C)CCC1CCOCC1)C1=NC=CC(=C1)C